N-(1-methyl-3-((1,1,1-trifluoropropan-2-yl)oxy)-1H-pyrazol-4-yl)formamide CN1N=C(C(=C1)NC=O)OC(C(F)(F)F)C